((6-bromo-2,3-difluoro-4-nitrophenyl)thio)picolinonitrile BrC1=CC(=C(C(=C1SC=1C(=NC=CC1)C#N)F)F)[N+](=O)[O-]